N,N'-dimethyl-N'-(2-amino-4-(4-methoxyphenyl)thiazol-5-yl-methyl)ethylenediamine silicon (silicate) [Si]([O-])([O-])([O-])[O-].[Si+4].CNCCN(CC1=C(N=C(S1)N)C1=CC=C(C=C1)OC)C